ClC1=NC=C(C=C1NS(=O)(=O)C)C=1C=C2C(=C(C=NC2=CC1)C#N)NC1C(CC2=CC=CC=C12)O N-[2-chloro-5-[3-cyano-4-[(2-hydroxyindan-1-yl)amino]-6-quinolyl]-3-pyridyl]methanesulfonamide